[Cl-].[Ho+3].[Cl-].[Cl-] Holmium(III) chloride